COCCNCC(=O)OCCNCC(=O)OCCOCCOCCNC(=O)OCC(COCCCCCCCC\C=C/CCCCCCCC)OCCCCCCCC\C=C/CCCCCCCC 2-[[2-[2-[2-[2-[2,3-bis[(Z)-octadec-9-enoxy]propoxycarbonylamino]ethoxy]ethoxy]ethoxy]-2-oxoethyl]amino]ethyl 2-(2-methoxyethylamino)acetate